CYCLOOCTANECARBALDEHYDE C1(CCCCCCC1)C=O